NC[C@@H](COCC1=CC=CC=C1)O (2S)-1-amino-3-benzyloxy-propan-2-ol